C(C)(C)(C)OC(=O)N1C[C@@H](N(CC1)C=1C2=C(N=CN1)N(C=C2C2CC2)C=2N(C(=CC2)C#N)C)C (S)-4-(7-(5-cyano-1-methyl-1H-pyrrol-2-yl)-5-cyclopropyl-7H-pyrrolo[2,3-d]pyrimidin-4-yl)-3-methylpiperazine-1-carboxylic acid tert-butyl ester